O=C(CCC(=O)O)OCCCCCCCCC=CCC(CCCCCC)OC(CCCCCCCCCCCCCCCCC)=O 4-oxo-4-((12-(stearoyloxy)octadec-9-en-1-yl)oxy)butyric acid